NC(C(=O)O)C(C)=NOC 2-amino-3-(methoxyimino)-butyric acid